CC(CC(CN1CCN(CCN(CCN(CC1)CC(CC(C)(C)C)=O)CC(CC(C)(C)C)=O)CC(=O)O)=O)(C)C [4,7,10-tris(4,4-dimethyl-2-oxopentyl)-1,4,7,10-tetraazacyclododecan-1-yl]acetic acid